CCCCCCCC normal-octane